2-(1H-pyrrolo[3,2-b]pyridin-3-yl)ethane-1-amine N1C=C(C2=NC=CC=C21)CCN